FC(C=1C(=C(C=CC1)[C@@H](C)NC=1C2=C(N=CN1)N=C(C(=C2)C2CCN(CC2)C(C)C)OC)F)F (R)-N-(1-(3-(difluoromethyl)-2-fluorophenyl)ethyl)-6-(1-isopropylpiperidin-4-yl)-7-methoxypyrido[2,3-d]pyrimidin-4-amine